(5S,7S)-7-fluoro-5-(3,5-difluorophenyl)-6,7-dihydro-5H-pyrrolo[1,2-b][1,2,4]triazole-2-thiol F[C@H]1C[C@H](N2N=C(N=C21)S)C2=CC(=CC(=C2)F)F